(R)-2-[4-chloro-2-(5-isoxazolyl)phenoxy]-3-fluoropropionic acid ClC1=CC(=C(O[C@H](C(=O)O)CF)C=C1)C1=CC=NO1